(1S,3R,4S)-N-[(1S)-1-cyano-2-[(3S)-2-oxo-3-piperidyl]ethyl]-2-[(2S)-3-cyclobutyl-2-[(2,2,2-trifluoroacetyl)amino]propanoyl]-5,5-difluoro-2-azabicyclo[2.2.2]octane-3-carboxamide C(#N)[C@H](C[C@H]1C(NCCC1)=O)NC(=O)[C@@H]1N([C@@H]2CC([C@H]1CC2)(F)F)C([C@H](CC2CCC2)NC(C(F)(F)F)=O)=O